C(CCC)[Bi]1S[Bi](S[Bi](S1)CCCC)CCCC 2,4,6-tributyl-1,3,5,2,4,6-trithiatribismane